COCCOCCOCCOCCOCCOCCOCCOCCNC(=O)C=1C=C(C=CC1)C[C@@H](C(=O)O)N (S)-3-(3-((2,5,8,11,14,17,20,23-octaoxapentacosan-25-yl)carbamoyl)phenyl)-2-aminopropanoic acid